C(C)(C)(C)OC(=O)N1CC(CC=CC1)OC 3-methoxy-2,3,4,7-tetrahydroazepine-1-carboxylic acid tert-butyl ester